5-butyl-sulfonyl-2-(2-hydroxy-3,5-di-t-butylphenyl)-2H-benzotriazole C(CCC)S(=O)(=O)C1=CC=2C(=NN(N2)C2=C(C(=CC(=C2)C(C)(C)C)C(C)(C)C)O)C=C1